N-(1-Bromo-3-((8-(4-sulfamoylbenzamido)octanoyl)oxy)prop-1-en-1-yl)-N-methylpent-4-yn-1-amine oxide BrC(=CCOC(CCCCCCCNC(C1=CC=C(C=C1)S(N)(=O)=O)=O)=O)[N+](CCCC#C)(C)[O-]